NC1=C(SC=2N=C(N=C(C21)C)C)C(=O)NC2CC=1C=CC(=NC1CC2)N2CC(C(C2)OC)(C)N 5-amino-N-[2-(3-amino-4-methoxy-3-methylpyrrolidin-1-yl)-5,6,7,8-tetrahydroquinolin-6-yl]-2,4-dimethylthieno[2,3-d]pyrimidine-6-carboxamide